C(C)C1(C2(C1)C1CCC(C2)O1)C(=O)OCC=1C(=NC=C(C1)C(=C)C)Cl (2-chloro-5-(prop-1-en-2-yl)pyridin-3-yl)methanol ethyl-7-oxaspiro[bicyclo[2.2.1]heptane-2,1'-cyclopropane]-2'-carboxylate